BrC1=CC(=C(C=C1)C1N(CCOC1)C(=O)OC(C)(C)C)Cl tert-butyl 3-(4-bromo-2-chlorophenyl)morpholine-4-carboxylate